COC1=NC=C(C(=C1)C)B(O)O 2-METHOXY-4-METHYL-PYRIDINE-5-BORONIC ACID